4-(4-Fluoro-5-(3-((4-fluoro-6-methoxy-2-(5-oxotetrahydrofuran-2-yl)benzo[b]thiophen-5-yl)oxy)propoxy)-6-methoxybenzo[b]thiophen-2-yl)-2,2-dimethyl-4-oxobutanoic acid methyl ester COC(C(CC(=O)C1=CC2=C(S1)C=C(C(=C2F)OCCCOC2=C(C1=C(SC(=C1)C1OC(CC1)=O)C=C2OC)F)OC)(C)C)=O